(S)-1-((R)-2-amino-2-cyclohexylacetyl)-N-((1-aminoisoquinolin-6-yl)methyl)azetidine-2-carboxamide dihydrochloride Cl.Cl.N[C@@H](C(=O)N1[C@@H](CC1)C(=O)NCC=1C=C2C=CN=C(C2=CC1)N)C1CCCCC1